C(CCCC(CCCCC)O)O 1,5-decanediol